(E)-3-(1-([1,1'-biphenyl]-4-carbonyl)-5-morpholinyl-1H-indol-3-yl)-1-(pyridin-4-yl)prop-2-en-1-one C1(=CC=C(C=C1)C(=O)N1C=C(C2=CC(=CC=C12)N1CCOCC1)/C=C/C(=O)C1=CC=NC=C1)C1=CC=CC=C1